tert-butyl 2-[7-(2-cyano-3,6-difluoro-phenoxy)quinoxalin-2-yl]oxy-7-azaspiro[3.5]nonane-7-carboxylate C(#N)C1=C(OC2=CC=C3N=CC(=NC3=C2)OC2CC3(C2)CCN(CC3)C(=O)OC(C)(C)C)C(=CC=C1F)F